NC1=C(C#N)C=C(C=C1)C(=O)C1=CNC2=C(C=CC=C12)C1=CC2=C(N(C=N2)C)C=C1C(F)(F)F 2-amino-5-(7-(1-methyl-6-(trifluoromethyl)-1H-benzo[d]imidazol-5-yl)-1H-indole-3-carbonyl)benzonitrile